undecane-2,8-diol CC(CCCCCC(CCC)O)O